FC=1C(NC(N(C1)C=1C=NN2C1C=C(C=C2)CN2C[C@@H](NCC2)C)=O)=O (S)-5-fluoro-1-(5-((3-methylpiperazin-1-yl)methyl)pyrazolo[1,5-a]pyridin-3-yl)pyrimidine-2,4(1H,3H)-dione